(4S)-1-(tert-butoxycarbonyl)-4-hydroxy-L-proline C(C)(C)(C)OC(=O)N1[C@@H](C[C@@H](C1)O)C(=O)O